FC(C1=NC=CC=C1C(=O)Cl)(F)F 2-(trifluoromethyl)pyridine-3-carbonyl chloride